CC(C)(C)[S@](=O)N[C@H](CC=C)C1=NC(=CC=C1)C1=C(C=NN1C)[N+](=O)[O-] (S)-2-methyl-N-[(1R)-1-[6-(1-methyl-4-nitro-1H-pyrazol-5-yl)pyridin-2-yl]But-3-en-1-yl]Propane-2-sulfinamide